(1S,2R)-2-aminocyclohexan-1-ol N[C@H]1[C@H](CCCC1)O